p-nitrophenylcarbamate [N+](=O)([O-])C1=CC=C(C=C1)NC([O-])=O